FC=1C=CC(=NC1)[C@H]1N(OCC1)C(C(C)(C)C)=O 1-[(3S)-3-(5-fluoropyridin-2-yl)-1,2-oxazolidin-2-yl]-2,2-dimethylpropan-1-one